(R)-N-(5-(2,4-difluorophenoxy)pyrazin-2-yl)-2-((1s,3R)-3-(6-oxo-1,6-dihydropyridin-3-yl)cyclohexyl)propanamide FC1=C(OC=2N=CC(=NC2)NC([C@H](C)[C@@H]2C[C@@H](CCC2)C2=CNC(C=C2)=O)=O)C=CC(=C1)F